C(CC(C)C)(=O)OCC(=CC1=CC=CC=C1)CCCCC ALPHA-AMYLCINNAMYL ISOVALERATE